4-(1-methyl-1H-indazol-6-yl)-2-(prop-2-enoyl)-2,3-dihydro-1H-isoindol-1-one CN1N=CC2=CC=C(C=C12)C1=C2CN(C(C2=CC=C1)=O)C(C=C)=O